((4,4-difluorocyclohexyl)amino)-2-(4-methyl-thiazol-2-yl)pyrimidin-4-ol FC1(CCC(CC1)NC=1C(=NC(=NC1)C=1SC=C(N1)C)O)F